C[C@H]1CN(C[C@H](N1)C)C1CCC(CC1)NC(=O)C1CCN(C2(CC2)C1)C(=O)C1=NNC(=C1)C1=CC(=NC=C1F)OC N-((1R,4S)-4-((3S,5R)-3,5-dimethylpiperazin-1-yl)cyclohexyl)-4-(5-(5-fluoro-2-methoxypyridin-4-yl)-1H-pyrazole-3-carbonyl)-4-azaspiro[2.5]octane-7-carboxamide